P(=O)(O)(O)O.ClC1=C(C(=C(C=C1OC)OC)Cl)NC(N(C)C1=NC=NC(=C1)NC1=CC=C(C=C1)N1CCN(CC1)CC)=O 3-(2,6-dichloro-3,5-dimethoxy-phenyl)-1-{6-[4-(4-ethyl-piperazin-1-yl)-phenylamino]-pyrimidin-4-yl}-1-methyl-urea monophosphate